2,5-diaminopyrazine NC1=NC=C(N=C1)N